C(C)(C)(C)OC(=O)N1C(C2=CC=C(C=C2CC1)OCC(=O)O)CCC 2-((2-(tert-butoxycarbonyl)-1-propyl-1,2,3,4-tetrahydroisoquinolin-6-yl)oxy)acetic acid